N-[(1S,2S)-2-hydroxy-1-[3-(trifluoromethyl)phenyl]propyl]acetamide O[C@H]([C@H](C1=CC(=CC=C1)C(F)(F)F)NC(C)=O)C